1-(4-fluorophenyl)-N-(4-(6-methoxy-7-((1-(2-methoxyethyl)piperidin-4-yl)methoxy)quinazoline-4-yl)phenyl)cyclopropane-1-carboxamide FC1=CC=C(C=C1)C1(CC1)C(=O)NC1=CC=C(C=C1)C1=NC=NC2=CC(=C(C=C12)OC)OCC1CCN(CC1)CCOC